C(C)(C)(C)CC(CCC(C)(C)OOC(C(CCCC)CC)=O)(C)OOC(C(CCCC)CC)=O tert-butyl-2,5-bis(2-ethylhexanoylperoxy)-2,5-dimethylhexane